7-(1-Methyl-1H-indol-5-yl)-N-((tetrahydro-2H-pyran-2-yl)oxy)chromane-2-carboxamide CN1C=CC2=CC(=CC=C12)C1=CC=C2CCC(OC2=C1)C(=O)NOC1OCCCC1